3-([1,2,4]triazolo[1,5-a]pyridin-6-yl)-2-(6-methylpyridin-2-yl)-6-(1H-pyrazol-4-yl)-5,6-dihydro-2H-pyrazolo[3,4-c]pyridin-7(4H)-one N=1C=NN2C1C=CC(=C2)C=2N(N=C1C(N(CCC12)C=1C=NNC1)=O)C1=NC(=CC=C1)C